1,3-dimethyl-3-(N,N-dimethylaminosulfonylmethyl)-2-oxo-5-fluoroindole CN1C(C(C2=CC(=CC=C12)F)(CS(=O)(=O)N(C)C)C)=O